(2-chloropyrimidine-4-yl)-2,3-dimethyl-2H-indazole-6-amine ClC1=NC=CC(=N1)C=1C2=C(N(N=C2C=C(C1)N)C)C